5-[4-[(cyclohexylamino)methyl]-2-fluoro-6-hydroxy-phenyl]-1,1-dioxo-1,2,5-thiadiazolidin-3-one C1(CCCCC1)NCC1=CC(=C(C(=C1)O)N1CC(NS1(=O)=O)=O)F